C(#N)C(C1=NC(=NC(=C1)C1=CC=CC=C1)NS(=O)(=O)C1=CC=CC=C1)C1=CC=CC=C1 N-[4-[cyano(phenyl)methyl]-6-phenyl-pyrimidin-2-yl]benzenesulfonamide